ClC=1SC2=C(N1)C(=CC(=C2)O)C(C(C)(C)C)=O 1-(2-chloro-6-hydroxybenzo[d]thiazol-4-yl)-2,2-dimethylpropan-1-one